(3,5-difluoro-4-(morpholinomethyl)phenyl)-5-(4,6-dihydroxy-3'-isopropyl-[1,1'-biphenyl]-3-yl)-N-ethylisoxazole-3-carboxamide FC=1C=C(C=C(C1CN1CCOCC1)F)C=1C(=NOC1C=1C=C(C(=CC1O)O)C1=CC(=CC=C1)C(C)C)C(=O)NCC